C1(=CCCC1)C[C@@H](C(=O)[C@@]1(OC1)C)NC([C@H](CC1=CC=C(C=C1)OC)NC([C@@H](CC(=O)NC1CCOCC1)C)=O)=O (R)-N1-((S)-1-(((S)-3-(cyclopent-1-en-1-yl)-1-((R)-2-methyloxiran-2-yl)-1-oxopropan-2-yl)amino)-3-(4-methoxyphenyl)-1-oxopropan-2-yl)-2-methyl-N4-(tetrahydro-2H-pyran-4-yl)succinamide